C(C)(C)(C)C1=NN=C2N1C(N(C1=C2N=C(N=C1)OC)CC1=CC=C(C=C1)OC)=O 3-tert-butyl-9-methoxy-6-(4-methoxybenzyl)pyrimido[4,5-e][1,2,4]triazolo[4,3-c]pyrimidin-5(6H)-one